NC1=CC2=C(N(C(=N2)CC[C@@H](C(=O)N[C@H](C(=O)OCC)CC2=CC=C(C=C2)F)NC(=O)OC(C)(C)C)C)C=C1 ethyl (2S)-2-[[(2S)-4-(5-amino-1-methyl-benzimidazol-2-yl)-2-(tert-butoxycarbonylamino)butanoyl]amino]-3-(4-fluorophenyl)propanoate